N-(6-methoxypyridazin-3-yl)-propanamide COC1=CC=C(N=N1)NC(CC)=O